5-(2-methylpyridin-3-yl)-1,3,4-oxadiazole CC1=NC=CC=C1C1=NN=CO1